OC1=C(C(=CC(=C1CN(C(=O)N1CCCCC1)C)CCCCC)O)C1=CC(=CC=C1)C N-((2,6-dihydroxy-3'-methyl-4-pentyl-[1,1'-biphenyl]-3-yl)methyl)-N-methylpiperidine-1-carboxamide